BrC1CC2CNC(C1N2C(=O)[O-])C2=NC(=NC1=C(C=C(C=C21)C(F)(F)F)C)OC[C@]21CCCN1C[C@@H](C2)F 7-bromo-2-(((2R,7aS)-2-fluorotetrahydro-1H-pyrrolizin-7a(5H)-yl-methoxy)-8-methyl-6-(trifluoromethyl)quinazolin-4-yl)-3,8-diazabicyclo[3.2.1]octane-8-carboxylate